2-trans,4-cis-Decadienoylcarnitine CCCCC/C=C\C=C\C(=O)O[C@@H](CCC(=O)[O-])[N+](C)(C)C